CO\N=C(\C(=O)OC)/C1=C(C(=CC=C1)C)CO/N=C/C1=C(C=C(C=C1)C)C(F)(F)F Methyl (2E)-2-methoxyimino-2-[3-methyl-2-[[(e)-[4-methyl-2-(trifluoromethyl)phenyl]methyleneamino]oxymethyl]phenyl]acetate